C(C)(C)(C)C=1C=C(N=NC1Cl)N 5-(tert-butyl)-6-chloropyridazin-3-amine